1-(4-(3-(4-(2,6-dichloro-3,5-dimethoxyphenyl)-8-((2,2,2-trifluoroeth-yl)amino)-[1,2,4]triazolo[1',5':1,6]pyrido[2,3-d]pyrimidin-2-yl)propyl)piperazin-1-yl)prop-2-en-1-one ClC1=C(C(=C(C=C1OC)OC)Cl)C1=CC=2C(=NC(=NC2)NCC(F)(F)F)N2C1=NC(=N2)CCCN2CCN(CC2)C(C=C)=O